C1(CC1)N1C(=NN=C1)C1=CC=CC(=N1)C1=NC=C2N1C1=C(OC2)C=C(C(=C1)C(=O)N)F (6-(4-cyclopropyl-4H-1,2,4-triazol-3-yl)pyridin-2-yl)-7-fluoro-4H-benzo[b]imidazo[1,5-d][1,4]oxazine-8-carboxamide